2-methyl-4-(4-(4-methylpiperazin-1-yl)piperidin-1-yl)-2,3-dihydrobenzofuran-7-amine CC1OC2=C(C1)C(=CC=C2N)N2CCC(CC2)N2CCN(CC2)C